BrC1=CC(=C(C(=C1)C)NC(CN1CC(C1)(F)F)=O)C N-(4-bromo-2,6-dimethylphenyl)-2-(3,3-difluoroazetidin-1-yl)acetamide